C(C)OC1=C(C=C(C(=O)O)C=C1)CC 4-Ethoxy-3-ethyl-benzoic acid